[4-(hydroxymethyl)phenyl] butyrate C(CCC)(=O)OC1=CC=C(C=C1)CO